(4-n-hexylphenyl)quinoxaline C(CCCCC)C1=CC=C(C=C1)C1=NC2=CC=CC=C2N=C1